NCCCCCN[C@@H]1C[C@H](CC1)NC1=NC=C(C(=N1)C1=CNC2=C(C(=CC=C12)C(=O)O)P(=O)(C)C)C(F)(F)F 3-(2-(((1S,3S)-3-((5-aminopentyl)amino)cyclopentyl)amino)-5-(trifluoromethyl)pyrimidin-4-yl)-7-(dimethylphosphoryl)-1H-indole-6-carboxylic acid